ClC1=C(C=C2C(=N1)N=C(O2)N2CCOCC2)C(=O)NC=2N=C(OC2)C2=CC(=NC=C2)C 5-Chloro-N-(2-(2-methylpyridin-4-yl)oxazol-4-yl)-2-morpholinooxazolo[4,5-b]pyridine-6-carboxamide